picolinic acid dihydrochloride Cl.Cl.N1=C(C=CC=C1)C(=O)O